methyl N-methyl-N-(4-phenyl-6-(3-propylphenyl)quinolin-2-yl)glycinate CN(CC(=O)OC)C1=NC2=CC=C(C=C2C(=C1)C1=CC=CC=C1)C1=CC(=CC=C1)CCC